CC=1C(N(C(C1C)=O)CCC[Si](OCC)(OCC)OCC)=O 3,4-dimethyl-1-[3-(triethoxysilyl)propyl]-1H-pyrrole-2,5-dione